(2S,5R)-5-(2-chlorophenyl)-1-(5-methoxy-6-phenylnicotinoyl)pyrrolidine-2-carboxylic acid ClC1=C(C=CC=C1)[C@H]1CC[C@H](N1C(C1=CN=C(C(=C1)OC)C1=CC=CC=C1)=O)C(=O)O